FC1=CC=C(NC(C)C)C=C1 4-fluoro-N-isopropyl-aniline